(1R,2R,3S,4R,5S)-4-(6-Amino-2-(hexylthio)-9H-purin-9-yl)-1-(hydroxymethyl)bicyclo[3.1.0]hexane-2,3-diol NC1=C2N=CN(C2=NC(=N1)SCCCCCC)[C@H]1[C@@H]([C@@H]([C@@]2(C[C@H]12)CO)O)O